C(C)OC1=CC=C(C=N1)C1=CN=CC(=N1)C(=O)NO[C@H](C)C1=CC(=CC=C1)OC (R)-6-(6-ethoxypyridin-3-yl)-N-(1-(3-methoxyphenyl)ethoxy)pyrazine-2-carboxamide